N-{5-[3-cyclopropylamino-5-(4-methylpiperazin-1-yl)phenyl]-6-methylpyridin-2-yl}-2-methylpyrimidine-5-carboxamide C1(CC1)NC=1C=C(C=C(C1)N1CCN(CC1)C)C=1C=CC(=NC1C)NC(=O)C=1C=NC(=NC1)C